3-vinyl-indole-2-one C(=C)C=1C(N=C2C=CC=CC12)=O